C(C)(=O)OCC(CO[SiH](C(O[Si](C)(C)C)O[Si](C)(C)C)CCC)O (3-acetoxy-2-hydroxypropoxy)-propyl-bis(trimethylsiloxy)methylsilane